tert-butyl 4-(4-piperidyl)piperazine-1-carboxylate N1CCC(CC1)N1CCN(CC1)C(=O)OC(C)(C)C